Butylisothiocyanat C(CCC)N=C=S